3-Methoxy-N-(4-(4-(((2S,4R)-2-(2,4-Dichlorophenyl)-2-Methyl-1,3-Dioxolan-4-yl)Methoxy)Phenyl)Piperazin-1-yl)Hydrocinnamamide COC=1C=C(CCC(=O)NN2CCN(CC2)C2=CC=C(C=C2)OC[C@H]2O[C@@](OC2)(C)C2=C(C=C(C=C2)Cl)Cl)C=CC1